4-(4-((4-(2-((S)-2,6-dioxopiperidin-3-yl)-1-oxoisoindolin-5-yl)piperazin-1-yl)methyl)-4-fluoropiperidin-1-yl)-3-fluorobenzamide O=C1NC(CC[C@@H]1N1C(C2=CC=C(C=C2C1)N1CCN(CC1)CC1(CCN(CC1)C1=C(C=C(C(=O)N)C=C1)F)F)=O)=O